2-(((1-methyl-1H-tetrazol-5-yl)oxy)methyl)-6-(trifluoromethyl)nicotinic acid ethyl ester C(C)OC(C1=C(N=C(C=C1)C(F)(F)F)COC1=NN=NN1C)=O